2-bromo-4-(tert-butyl)-5-fluorophenol BrC1=C(C=C(C(=C1)C(C)(C)C)F)O